C(C)(C)(C)OC(=O)N[C@H](C(=O)OC)COS(=O)(=O)C1=CC=C(C=C1)C methyl (2S)-2-(tert-butoxycarbonylamino)-3-(p-tolylsulfonyloxy)propanoate